N1=CC=C(C=C1)C=1C=C(C=C(C1)C1=CC=NC=C1)C1=NC(=NC(=C1)C1=CC(=CC(=C1)C1=CC=NC=C1)C1=CC=NC=C1)C 4,6-bis(3,5-di(4-pyridyl)phenyl)-2-methylpyrimidine